NC1=C(C(=NN1C(C(C)(C)C)C(F)(F)F)C1=CC=C(C=C1)CNC(C1=C(C=CC(=C1)F)OC)=O)C(=O)N 5-Amino-1-[2,2-dimethyl-1-(trifluoromethyl)propyl]-3-[4-[[(5-fluoro-2-methoxy-benzoyl)amino]methyl]phenyl]pyrazole-4-carboxamide